C(C)(C)(C)OC(=O)N[C@H](C(=O)NC=1C=C(C=CC1)CCCC(=O)O)CCC(N)=O 4-[3-[(2S)-2-[(tert-butoxycarbonyl)amino]-4-carbamoylbutanamido]phenyl]butanoic acid